11-(cyclopropylmethoxy)-1-methoxy-5,6,6a,7-tetrahydro-4H-dibenzo[de,g]quinolin-2-ol hydrochloride Cl.C1(CC1)COC1=CC=CC2=C1C1=C3C(CCNC3C2)=CC(=C1OC)O